CC1(C2CC=C(C1C2)C=O)C 6,6-dimethyl-bicyclo[3.1.1]-2-heptene-2-formaldehyde